2-((2-(2-(2-ethylpiperidin-1-yl)ethoxy)ethyl)disulfaneyl)ethyl (4-nitrophenyl) carbonate C(OCCSSCCOCCN1C(CCCC1)CC)(OC1=CC=C(C=C1)[N+](=O)[O-])=O